C(#N)C(C1=CC(=CC=C1)OC1=CC=CC=C1)C1C(C1(C)C)(C)C alpha-cyano-3-phenoxybenzyl-2,2,3,3-tetramethyl-cyclopropane